(S)-N-(1-(2-Chloro-4-fluorophenyl)ethyl)-2-(1-cyclopropyl-3,4-dimethyl-7-oxo-1,7-dihydro-6H-pyrazolo[3,4-d]pyridazin-6-yl)acetamid ClC1=C(C=CC(=C1)F)[C@H](C)NC(CN1N=C(C2=C(C1=O)N(N=C2C)C2CC2)C)=O